FC1(CCC1C(=O)[C@]1(CCC2=CC=CC=C12)N(C(=O)[C@H]1N(C(CC1)=O)C1=NC=CC(=C1)C#N)C1=CC(=CC=C1)Cl)F (S)-N-((R)-1-((4,4-difluorocyclobutyl)formyl)-2,3-dihydro-1H-inden-1-yl)-1-(4-cyanopyridin-2-yl)-N-(3-chlorophenyl)-5-oxopyrrolidine-2-carboxamide